CS(=O)(C)=NC=1C=CC=NC1 5-((dimethyl(oxo)-λ6-sulfaneylidene)amino)pyridin